methanamin CN